C1(=CC=CC=C1)N1C=2C=CC=CC2C2(C3=CC=CC=C3SC=3C=CC=CC23)C2=CC=CC=C12 10-phenyl-spiro[acridine-9,9'-thioxanthene]